ethyl 1-[2-[1-[(2-methylphenyl)methyl]-5-oxopyrrolidin-2-yl]acetyl]piperidine-2-carboxylat CC1=C(C=CC=C1)CN1C(CCC1=O)CC(=O)N1C(CCCC1)C(=O)OCC